N-((1R,5S,8S)-3-oxabicyclo[3.2.1]octan-8-yl)-4-chloropyrido[3,4-d]pyridazin-1-amine [C@@H]12COC[C@@H](CC1)C2NC2=C1C(=C(N=N2)Cl)C=NC=C1